ClC=1C=NC=CC1C=1N=C(C2=C(N1)C=NC=C2)NC(C)(CCS(=O)(=O)C)C 2-(3-chloropyridin-4-yl)-N-(4-methylsulfonyl-2-methylbutan-2-yl)pyrido[3,4-d]pyrimidin-4-amine